1,1,2,2,3,3-hexafluorobutan-1-ol FC(C(C(C)(F)F)(F)F)(O)F